O=C1C(CCCCC\C=C/CCCCCCC1)=O (Z)-oxocyclohexadec-8-en-2-one